C(#N)C1=C2N=C(C=NC2=CC=C1)N1CCOCC1 5-cyano-3-(4-morpholinyl)-quinoxaline